5-(benzo[d]oxazol-2-yl)-2-(3,4-dihydro-quinolin-1(2H)-yl)isonicotinic acid methyl ester COC(C1=CC(=NC=C1C=1OC2=C(N1)C=CC=C2)N2CCCC1=CC=CC=C21)=O